(1R,3S)-N1-[6-(cyclopropylmethyl)thieno[2,3-d]pyrimidin-4-yl]-N3-{[4-(5-methoxypyridin-3-yl)phenyl]methyl}-N1-methylcyclopentane-1,3-diamine hydrochloride Cl.C1(CC1)CC1=CC2=C(N=CN=C2N([C@H]2C[C@H](CC2)NCC2=CC=C(C=C2)C=2C=NC=C(C2)OC)C)S1